1-cyclopropyl-6,7,8-trifluoro-4-oxo-1,4-dihydroquinoline-3-carboxylic acid C1(CC1)N1C=C(C(C2=CC(=C(C(=C12)F)F)F)=O)C(=O)O